4-oxo-1-(pyridin-2-yl)cyclohexane-1-carbonitrile O=C1CCC(CC1)(C#N)C1=NC=CC=C1